tert-butyl 3-(2-(trifluoromethyl)pyridin-4-yl)azetidine-1-carboxylate FC(C1=NC=CC(=C1)C1CN(C1)C(=O)OC(C)(C)C)(F)F